NC1=C2C(=NC=N1)N(N=C2C2=CC=C(C=C2)OC2=CC=CC=C2)[C@@H]2[C@@H](CN(CC2)CC=2C=C1C(N(C(C1=CC2)=O)C2C(NC(CC2)=O)=O)=O)F 5-(((3R,4S)-4-(4-amino-3-(4-phenoxyphenyl)-1H-pyrazolo[3,4-d]pyrimidin-1-yl)-3-fluoropiperidin-1-yl)methyl)-2-(2,6-dioxopiperidin-3-yl)isoindoline-1,3-dione